N-(3-((5-([1,2,4]triazolo[1,5-a]pyridin-6-yl)-2-((1-methyl-1H-pyrazol-4-yl)amino)pyrimidin-4-yl)amino)-4-fluorophenyl)acrylamide N=1C=NN2C1C=CC(=C2)C=2C(=NC(=NC2)NC=2C=NN(C2)C)NC=2C=C(C=CC2F)NC(C=C)=O